(1H-pyrazol-5-yl)-5-nitrofuran-2-carboxamide N1N=CC=C1C1=C(OC(=C1)[N+](=O)[O-])C(=O)N